FC1(CC2(C1)CC(N(CC2)CC2=C1C=CNC1=C(C=C2OC)C)C2=CC=C(C(=O)NCCC(F)(F)F)C=C2)F 4-(2,2-difluoro-7-((5-methoxy-7-methyl-1H-indol-4-yl)methyl)-7-azaspiro[3.5]nonan-6-yl)-N-(3,3,3-trifluoropropyl)benzamide